(S)-(-)-5,5'-bis[di(3,5-di-tert-butyl-4-methoxyphenyl)phosphino]-4,4'-bi-1,3-benzodioxole C(C)(C)(C)C=1C=C(C=C(C1OC)C(C)(C)C)P(C1=C(C2=C(OCO2)C=C1)C1=C(C=CC=2OCOC21)P(C2=CC(=C(C(=C2)C(C)(C)C)OC)C(C)(C)C)C2=CC(=C(C(=C2)C(C)(C)C)OC)C(C)(C)C)C2=CC(=C(C(=C2)C(C)(C)C)OC)C(C)(C)C